C(CC)N1C(NC2=C(C1=O)C=CS2)=S 3-propyl-2-thioxo-2,3-dihydrothieno[2,3-d]pyrimidin-4(1H)-one